C#CCOCCOCCOCCOCCOCCOCCOCCCCCCOC1=CC=C(C=C1)C1=NN(C(C=C1)=N)CCCC(=O)OCC=C allyl 4-(3-(4-(4,7,10,13,16,19,22-heptaoxaoctacos-1-yn-28-yloxy)phenyl)-6-iminopyridazin-1(6H)-yl)butanoate